N1N2C(C=C1)=CC1(C2)CCN(CC1)C(=O)[O-] 6'H-spiro[piperidine-4,5'-pyrrolo[1,2-b]pyrazole]-1-carboxylate